8-amino-N-{4-[2-(4-aminopiperidin-1-yl)-2-oxoethyl]-1,3-thiazol-2-yl}-4,4-dimethyl-4,5-dihydro-1H-pyrazolo[4,3-H]quinazoline-3-carboxamide NC1=NC=2C3=C(C(CC2C=N1)(C)C)C(=NN3)C(=O)NC=3SC=C(N3)CC(=O)N3CCC(CC3)N